C(#N)C=1C=CC(=C2C=CC=NC12)N1CC2(CC2(C1)C(F)(F)F)C(=O)NC1CCN(CC1)C(C)C 3-(8-cyanoquinolin-5-yl)-N-(1-(propan-2-yl)piperidin-4-yl)-5-(trifluoromethyl)-3-azabicyclo[3.1.0]hexane-1-carboxamide